C(#N)C1(CC1)C(=O)NC=1C=NC(=NC1)C=1C=NN(C1NC(O[C@H](C)C=1C(=NC=C(C1)F)Cl)=O)C (R)-1-(2-chloro-5-fluoropyridin-3-yl)ethyl (4-(5-(1-cyanocyclopropane-1-carboxamido)pyrimidin-2-yl)-1-methyl-1H-pyrazol-5-yl)carbamate